3,4-dichloro-N-(8,9-difluoro-6-oxo-1,4,5,6-tetrahydro-2H-pyrano[3,4-c]isoquinolin-1-yl)-N-methylbenzamide ClC=1C=C(C(=O)N(C)C2COCC=3NC(C=4C=C(C(=CC4C32)F)F)=O)C=CC1Cl